N-methyl-1-propanaminium bromide [Br-].C[NH2+]CCC